pentamethylene bis(β-(3,5-di-t-butyl-4-hydroxyphenyl) propionate) C(C)(C)(C)C=1C=C(C=C(C1O)C(C)(C)C)CCC(=O)OCCCCCOC(CCC1=CC(=C(C(=C1)C(C)(C)C)O)C(C)(C)C)=O